(S)-4-(1-((5-methoxy-7-methyl-1H-indol-4-yl)methyl)-4-(1-methyl-1H-pyrazole-5-yl)piperidin-2-yl)benzoic acid COC=1C(=C2C=CNC2=C(C1)C)CN1[C@@H](CC(CC1)C1=CC=NN1C)C1=CC=C(C(=O)O)C=C1